methyl-4-(pyridin-4-yl)-1H-pyrrole-2-carboxylic acid methyl ester COC(=O)C=1N(C=C(C1)C1=CC=NC=C1)C